N2-(4-morpholinophenyl)-N4-(1H-pyrazol-4-ylmethyl)-5-(trifluoromethyl)pyrimidine-2,4-diamine O1CCN(CC1)C1=CC=C(C=C1)NC1=NC=C(C(=N1)NCC=1C=NNC1)C(F)(F)F